ClC1=CC=C(CC=2C(=C(SC2C)C)C(=O)NC2CC3(CCC3C(=O)OC)C2)C=C1 (2R,4R,6R)-methyl 6-(4-4-chlorobenzyl-2,5-dimethylthiophene-3-carboxamido)spiro[3.3]heptane-carboxylate